C1(CC1)N1N=C(C2=C1C=NN(C2=O)CC(=O)N[C@@H](C)C2=CC(=C(C=C2)OC)C)C (S)-2-(1-cyclopropyl-3-methyl-4-oxo-1,4-dihydro-5H-pyrazolo[3,4-d]pyridazin-5-yl)-N-(1-(4-methoxy-3-methylphenyl)ethyl)acetamide